CC1=C(CSC2=NN=C3N2C(=C(C(N3)=O)C)C)C=C(C=C1)C 3-[(2,5-dimethylbenzyl)sulfanyl]-5,6-dimethyl[1,2,4]triazolo[4,3-a]pyrimidin-7(8H)-one